5-ethoxy-N-((4-(3-cyclopropyl-1,2,4-oxadiazol-5-yl)bicyclo[2.2.2]octan-1-yl)methyl)-N-(3-(5-ethoxy-1,3,4-oxadiazol-2-yl)phenyl)-3,3-difluorocyclopentane-1-carboxamide C(C)OC1CC(CC1C(=O)N(C1=CC(=CC=C1)C=1OC(=NN1)OCC)CC12CCC(CC1)(CC2)C2=NC(=NO2)C2CC2)(F)F